NC1=CC(=NN1CC(=O)O)C1=CC(=CC=C1)C(F)(F)F 2-(5-Amino-3-(3-(trifluoromethyl)phenyl)-1H-pyrazol-1-yl)acetic acid